FC1=C(C=CC2=C1CCO2)C(=O)OC methyl 4-fluoro-2,3-dihydrobenzofuran-5-carboxylate